C(CCCCCC)OC(CCC(=O)O)OCCCCCC 4-(heptyloxy)-4-(hexyloxy)butanoic acid